NCC(CN1N=CN(C1=O)C1=NC=C(C=C1C)C1=CC=C(C=C1)N1CCNCC1)=C(F)F 2-[2-(aminomethyl)-3,3-difluoro-allyl]-4-[3-methyl-5-(4-piperazin-1-ylphenyl)-2-pyridyl]-1,2,4-triazol-3-one